ClC1=C(C=C(C=C1)CN)OC (4-chloro-3-methoxyphenyl)methanamine